2-amino-7-cyclopentyl-4-((2-hydroxyethyl)amino)-7H-pyrrolo[2,3-d]pyrimidine-6-carboxylic acid benzyl ester C(C1=CC=CC=C1)OC(=O)C1=CC2=C(N=C(N=C2NCCO)N)N1C1CCCC1